C1(=CC=CC2=CC3=CC=CC=C3C=C12)OCC1C2C=CC(C1)C2 5-anthracenyloxymethyl-bicyclo[2.2.1]hept-2-ene